Cl.ClCCN 2-chloroethan-1-amine hydrochloride